L-proline tert-butyl ester C(C)(C)(C)OC([C@H]1NCCC1)=O